C1(CC1)C=1C=NC=2N(C1)C=C(N2)C(=O)OCC ethyl 6-cyclopropylimidazo[1,2-a]pyrimidine-2-carboxylate